3-(4-(2,4-difluorobenzyloxy)-3-chloro-6-methyl-2-oxopyridin-1(2H)-yl)-4-chloro-N-methylbenzamide FC1=C(COC2=C(C(N(C(=C2)C)C=2C=C(C(=O)NC)C=CC2Cl)=O)Cl)C=CC(=C1)F